(S)-6-amino-2-butyl-2,3-dihydro-[1,4]oxaazepino[6,5-c][1,5]naphthyridine-5(1H)-one NC1=NC=2C=CC=NC2C2=C1C(OC[C@@H](N2)CCCC)=O